Ethyl N-(2-(3-(4-amino-3-chlorobenzamido)-2-oxopyridin-1(2H)-yl)propanamido)-N-(2-(perfluorophenoxy)acetyl)glycinate NC1=C(C=C(C(=O)NC=2C(N(C=CC2)C(C(=O)NN(CC(=O)OCC)C(COC2=C(C(=C(C(=C2F)F)F)F)F)=O)C)=O)C=C1)Cl